(s)-1-(4-methylphenyl)-3-[5-[7-(3-morpholin-4-ylpropoxy)quinazolin-4-yl]sulfonyl-1,3,4-thiadiazol-2-yl]urea CC1=CC=C(C=C1)NC(=O)NC=1SC(=NN1)S(=O)(=O)C1=NC=NC2=CC(=CC=C12)OCCCN1CCOCC1